ClC1=C(C=CC(=C1)C1C(NC(CC1)=O)=O)N1CCN(CC1)C(=O)OC(C)(C)C tert-butyl 4-[2-chloro-4-(2,6-dioxo-3-piperidyl)phenyl]piperazine-1-carboxylate